antimony-germanium [Ge].[Sb]